N-(4-fluoro-2-methoxy-5-nitrophenyl)-4-(5'-methylspiro[cyclopentane-1,3'-pyrrolo[3,2-b]pyridin]-1'(2'H)-yl)-1,3,5-triazin-2-amine FC1=CC(=C(C=C1[N+](=O)[O-])NC1=NC=NC(=N1)N1CC2(C3=NC(=CC=C31)C)CCCC2)OC